CC1=C(C=CC(=N1)C#N)N1C=NC(=C1)C1=NC(=NC=C1C(F)(F)F)NC1CCNCC1 6-methyl-5-(4-(2-(piperidin-4-ylamino)-5-(trifluoromethyl)pyrimidin-4-yl)-1H-imidazol-1-yl)pyridinecarbonitrile